C(C)(C)(C)S(=O)(=O)C=1C(=CC=2N(C1)C(=CN2)C=2C=C(C=CC2)NC(OCCCl)=O)OC 2-chloroethyl (3-(6-(tert-butylsulfonyl)-7-methoxyimidazo[1,2-a]pyridin-3-yl)phenyl)carbamate